L-phenylalanyl-L-glutaminyl-glycine N[C@@H](CC1=CC=CC=C1)C(=O)N[C@@H](CCC(N)=O)C(=O)NCC(=O)O